4'-({1-[(4-cyclohexylphenyl)carbamoyl]-D-prolyl}amino)[1,1'-biphenyl]-4-carboxylic acid C1(CCCCC1)C1=CC=C(C=C1)NC(=O)N1[C@H](CCC1)C(=O)NC1=CC=C(C=C1)C1=CC=C(C=C1)C(=O)O